2-(4-(3-(4-methoxybenzyl)-2,4-dioxotetrahydropyrimidin-1(2H)-yl)-1H-indol-1-yl)acetic acid COC1=CC=C(CN2C(N(CCC2=O)C2=C3C=CN(C3=CC=C2)CC(=O)O)=O)C=C1